ClC1=CC=C(C=C1)C1(CC1)C(=O)NC1CN(CCC(C1)C)C(=O)OC(C)(C)C tert-butyl 3-[1-(4-chlorophenyl)cyclopropaneamido]-5-methylazepane-1-carboxylate